Methyl 2-(3-fluorophenyl)-4-oxo-1,4-dihydroquinoline-6-carboxylate FC=1C=C(C=CC1)C=1NC2=CC=C(C=C2C(C1)=O)C(=O)OC